ClCC(=O)N[C@H](C(=O)OCC1=CC(=NC(=C1)Cl)Cl)CC=1C=NC=NC1 (2,6-Dichloropyridin-4-yl)methyl (S)-2-(2-chloroacetamido)-3-(pyrimidin-5-yl)propanoate